The molecule is a secondary amino compound that is N-methyl-3-phenylpropan-1-amine substituted at position 3 by a 2-methoxyphenoxy group. It has a role as an antidepressant and an adrenergic uptake inhibitor. It is an aromatic ether and a secondary amino compound. CNCCC(C1=CC=CC=C1)OC2=CC=CC=C2OC